3'-(oxetan-3-yl)spiro[2H-benzofuran-3,5'-imidazolidine]-2',4'-dione O1CC(C1)N1C(NC2(C1=O)COC1=C2C=CC=C1)=O